7-(4-(6-(4-Aminopiperidin-1-yl)-2-(4-cyano-3-fluorophenyl)-4-hydroxypyridin-3-yl)-2-hydroxyphenoxy)-N-hydroxyheptaneAmide hydrochloride Cl.NC1CCN(CC1)C1=CC(=C(C(=N1)C1=CC(=C(C=C1)C#N)F)C1=CC(=C(OCCCCCCC(=O)NO)C=C1)O)O